C1(CCCC1)NC(=O)C=1N=C(OC1)C1=CC(=CC=C1)O N-Cyclopentyl-2-(3-hydroxyphenyl)oxazole-4-carboxamide